FC1(CN(CC1)C1=NC=CC(=C1NC(=O)C=1C=NN(C1)C(C)C)C1=C(C=CC=C1)F)F N-(2-(3,3-difluoropyrrolidin-1-yl)-4-(2-fluoro-phenyl)pyridin-3-yl)-1-isopropyl-1H-pyrazole-4-carboxamide